1,4'-bicyclohexyl C1(CCCCC1)C1CCCCC1